4-(3-(4-methyl-7-(1H-pyrazol-3-yl)-1H-imidazo[4,5-d]thieno[3,2-b]pyridin-2-yl)propyl)morpholine CC1=C2C(=C3C(=N1)C=C(S3)C3=NNC=C3)NC(=N2)CCCN2CCOCC2